C(C)OC(CC1=C(C=C(C(=C1)Br)F)F)=O (5-bromo-2,4-difluorophenyl)acetic acid ethyl ester